2H-Pyrido[3,2-b]-1,4-oxazin-3(4H)-one O1C2=C(NC(C1)=O)N=CC=C2